[Na].ClC1=NC(=NC(=N1)Cl)O 2,4-dichloro-6-hydroxy-S-triazine sodium salt